2,2'-azinobis-(3-ethylbenzothiazole-6-sulfonate) N(N=C1SC2=C(N1CC)C=CC(=C2)S(=O)(=O)[O-])=C2SC1=C(N2CC)C=CC(=C1)S(=O)(=O)[O-]